ClC1=C(C(=CC=C1O)F)NC(=O)C1=CN=C(S1)NC1=NN(C=C1)C N-(2-Chloro-6-fluoro-3-hydroxyphenyl)-2-((1-methyl-1H-pyrazol-3-yl)amino)thiazole-5-carboxamide